FC1=CC(=CC2=CN(N=C12)C)C=1SC2=C(N1)SC(=C2)N2CC(NCC2)C 7-fluoro-2-methyl-5-[5-(3-methylpiperazin-1-yl)thieno[2,3-d][1,3]thiazol-2-yl]indazole